C(=O)=[Co](N=O)(=C=O)=C=O tricarbonyl-nitrosocobalt